C1=CN=C2C(=N1)C(=O)N=N2 PYRAZOLOPYRAZINONE